OC(CN(CCN(CCN(C)C)C)C)C N-(2-hydroxypropyl)-N,N',N'',N''-tetramethyl-diethylenetriamine